3-(2-amino-7,8-dihydropyrido[4,3-d]pyrimidin-6(5H)-yl)-4-methylbenzoic acid NC=1N=CC2=C(N1)CCN(C2)C=2C=C(C(=O)O)C=CC2C